1,4-bis(tert-butoxycarbonyl)-2-ethylpiperazine-2-carboxylic acid C(C)(C)(C)OC(=O)N1C(CN(CC1)C(=O)OC(C)(C)C)(C(=O)O)CC